Cl.O1CC(CC1)CN1C2=C(C=3C=CC=CC13)CNCC2 5-((tetrahydrofuran-3-yl)methyl)-2,3,4,5-tetrahydro-1H-pyrido[4,3-b]indole hydrochloride